NC1=C(C=CC=C1)SSC1=C(C=CC=C1)N bis(2-amino phenyl) disulfide